ClC1=CC=C(C(=N1)C(C)O)F (6-chloro-3-fluoropyridin-2-yl)ethanol